CC1=NC=C2N1C1=C(NC2=O)C=NC(=C1)C(=O)OC methyl 1-methyl-4-oxo-4,5-dihydroimidazo[1,5-a]pyrido[3,4-e]pyrazine-8-carboxylate